6-[3-bromo-2-fluoro-4-(2-oxopropoxy)phenyl]-5-methyl-4,5-dihydro-2H-pyridazin-3-one BrC=1C(=C(C=CC1OCC(C)=O)C=1C(CC(NN1)=O)C)F